C1(=CC=CC=C1)C1(C(CCCC1)B1OC(C)(C)C(C)(C)O1)B1OC(C)(C)C(C)(C)O1 1-phenylcyclohexane-1,2-Diboronic acid pinacol ester